2,2'-(4-(2-(tert-butoxy)-2-oxoethyl)-10-((tert-butoxycarbonyl)glycyl)-1,4,7,10-tetraazacyclododecane-1,7-diyl)diacetate C(C)(C)(C)OC(CN1CCN(CCN(CCN(CC1)CC(=O)[O-])C(CNC(=O)OC(C)(C)C)=O)CC(=O)[O-])=O